1-Boc-4-bromo-1H-pyrazole-borate B(O)(O)O.C(=O)(OC(C)(C)C)N1N=CC(=C1)Br